5-[4-(4-hydroxy-4-methyl-pent-2-ynyl)piperazin-1-yl]-N-methyl-7-(trifluoromethyl)thieno[3,2-b]pyridine-3-carboxamide OC(C#CCN1CCN(CC1)C1=CC(=C2C(=N1)C(=CS2)C(=O)NC)C(F)(F)F)(C)C